O=C/C=C/C1CN(C1)C(=O)OC(C)(C)C TERT-BUTYL 3-[(1E)-3-OXOPROP-1-ENYL]AZETIDINE-1-CARBOXYLATE